FC1=C(CC2=NC3=C(N2CCOC)C=C(C=C3)C(=O)OC(C)(C)C)C=C(C(=C1)C1=NC(=CC=C1)OCC1=C(C=C(C=C1)C=1C=NN(C1)C(F)(F)F)F)F Tert-butyl 2-(2,5-difluoro-4-(6-((2-fluoro-4-(1-(trifluoromethyl)-1H-pyrazol-4-yl)benzyl)oxy)pyridin-2-yl)benzyl)-1-(2-methoxyethyl)-1H-benzo[d]imidazole-6-carboxylate